4-[5-[2-[1-(6,7-dihydro-5H-pyrrolo[1,2-c]imidazol-1-yl)-2-oxo-2-(thiazol-2-ylamino)ethyl]-7-fluoro-3-oxo-isoindolin-5-yl]-2-pyridinyl]piperazine-1-carboxylic acid tert-butyl ester C(C)(C)(C)OC(=O)N1CCN(CC1)C1=NC=C(C=C1)C=1C=C2C(N(CC2=C(C1)F)C(C(NC=1SC=CN1)=O)C1=C2N(C=N1)CCC2)=O